4-(8-((benzyloxy)carbonyl)-3,8-diazabicyclo[3.2.1]Oct-3-yl)-2-chloro-5,8-dihydropyrido[3,4-d]pyrimidine-7(6H)-carboxylate C(C1=CC=CC=C1)OC(=O)N1C2CN(CC1CC2)C=2C1=C(N=C(N2)Cl)CN(CC1)C(=O)[O-]